NCCC(CC[Si](OC)(OC)OC)N 3-(2-aminoethyl)-(aminopropyltrimethoxysilane)